9,17-dioxo-2,10-diazatetracyclo[8.7.0.03,8.011,16]heptadecane-1,3,5,7,11(16),12,14-heptaene-14-carbonitrile O=C1C2=CC=CC=C2N=C2C(C=3C=C(C=CC3N12)C#N)=O